methyl ((4-bromophenoxy) (((2S,5R)-5-(5-chloro-2,4-dioxo-3,4-dihydropyrimidin-1(2H)-yl)-2,5-dihydrofuran-2-yl)methoxy) phosphoryl)-L-alaninate BrC1=CC=C(OP(=O)(OC[C@H]2O[C@H](C=C2)N2C(NC(C(=C2)Cl)=O)=O)N[C@@H](C)C(=O)OC)C=C1